C(#N)C[C@@H]1N(CCN(C1)C1=NC(=NC2=C(C(=CC=C12)C1=CC=CC2=CC=CC(=C12)C#C[Si](C(C)C)(C(C)C)C(C)C)F)OC[C@H]1N(CCC1)C)C(=O)OCC1=CC=CC=C1 Benzyl (S)-2-(cyanomethyl)-4-(8-fluoro-2-(((S)-1-methylpyrrolidin-2-yl)methoxy)-7-(8-((triisopropylsilyl)ethynyl)naphthalen-1-yl)quinazolin-4-yl)piperazine-1-carboxylate